7-bromo-6-chloro-1-cyclopropyl-5-fluoro-4-hydroxyquinazolin-2(1H)-one BrC1=C(C(=C2C(=NC(N(C2=C1)C1CC1)=O)O)F)Cl